C1(=CC=CC=C1)N[C@@H]1CC[C@H](CC1)NC(OC(C)(C)C)=O trans-tert-butyl (4-(phenylamino)cyclohexyl)carbamate